O1C(C1)C=1N=NC(=CC1)C(F)(F)F 3-(oxiran-2-yl)-6-(trifluoromethyl)pyridazine